9-hydroxy-6-isopropyl-10-methoxy-2-oxo-6,7-dihydro-2H-pyrido[2,1-a]phthalazine-3-formate OC=1C=C2CN(N3C(C2=CC1OC)=CC(C(=C3)C(=O)[O-])=O)C(C)C